C(C)(=O)C=1C(=CC(=C(C1)NC(=O)NCCC1=CC=C(C=C1)OC)OC)O 1-(5-acetyl-4-hydroxy-2-methoxyphenyl)-3-(4-methoxyphenethyl)urea